3-(phenyloxy)-2-chloro-6-(2-(pyridine-3-yl)piperidine-1-yl)pyridine C1(=CC=CC=C1)OC=1C(=NC(=CC1)N1C(CCCC1)C=1C=NC=CC1)Cl